NC=1C(=NC(=CN1)C1=C(C=C(C=C1)NC([C@@H](O)C1=CC(=CC(=C1)F)F)=O)CC)C(=O)NCC(F)(F)F (S)-3-amino-6-(4-(2-(3,5-difluorophenyl)-2-hydroxyacetamido)-2-ethylphenyl)-N-(2,2,2-trifluoroethyl)pyrazine-2-carboxamide